COC1=C(C=C2C3=C(N(C2=C1)C)C(=NC=C3)C)N3CCN(CC3)C(=O)C=3C=NC=NC3 (4-(7-methoxy-1,9-dimethyl-9H-pyrido[3,4-b]indol-6-yl)piperazin-1-yl)(pyrimidine-5-yl)methanone